(S,E)-7-(Dimethylamino)-1-((1-((7-fluoro-4-isobutyl-1H-imidazo[4,5-c]pyridin-2-yl)methyl)-2-oxo-1,2-dihydropyridin-3-yl)amino)-1,7-dioxohept-5-en-2-yl-dimethylcarbamat CN(C(/C=C/CC[C@H](C(=O)NC=1C(N(C=CC1)CC=1NC2=C(C(=NC=C2F)CC(C)C)N1)=O)CN(C([O-])=O)C)=O)C